2-chloro-7-fluoro-4-isopropylquinolin-6-yl-4-ethyl-1H-1,2,4-triazol-5(4H)-one ClC1=NC2=CC(=C(C=C2C(=C1)C(C)C)N1N=CN(C1=O)CC)F